2-(3-carboxy-phenyl)-5-mercaptotetrazole C(=O)(O)C=1C=C(C=CC1)N1N=C(N=N1)S